ClC1=CC(=C(C=C1)N=NC(C(=O)NC1=CC2=C(NC(N2)=O)C=C1)C(C)=O)[N+](=O)[O-] 2-[(4-chloro-2-nitrophenyl)diazenyl]-3-oxo-N-(2-oxo-1,3-dihydrobenzimidazol-5-yl)butanamide